N(C(=N)N)CCC1=CC=C(C=C1)NC(=O)C12CC(C1)(C2)C(=O)NC2=CC=C(C=C2)C=2CCN(CC2)C(N)=N bicyclo[1.1.1]pentane-1,3-dicarboxylic acid [4-(1-carbamimidoyl-1,2,3,6-tetrahydro-pyridin-4-yl)-phenyl]-amide [4-(2-guanidino-ethyl)-phenyl]-amide